5-(aminomethyl)-2,4-difluoroaniline NCC=1C(=CC(=C(N)C1)F)F